ClC=1C2=CC(=CC=C2N=C2C=CC(=CC12)OC)C(F)(F)F 9-Chloro-2-methoxy-7-(trifluoromethyl)acridine